ClC1=C(C=C(CNC(C(C)C)=O)C=C1)C=1NC(C=C(N1)C1=CN=C(S1)OC)=O N-{4-chloro-3-[4-(2-methoxythiazol-5-yl)-6-oxo-1,6-dihydropyrimidin-2-yl]benzyl}isobutyramide